Cl.C(C)(C)S(=O)(=O)N1CCNCC1 1-(isopropyl-sulfonyl)piperazine hydrochloride